7-[(3R)-4-cyclobutyl-3-methylpiperazin-1-yl]-2-(8-ethyl-2-methylimidazo[1,2-a]pyridin-6-yl)-4H-pyrido[1,2-a]pyrimidin-4-one C1(CCC1)N1[C@@H](CN(CC1)C=1C=CC=2N(C(C=C(N2)C=2C=C(C=3N(C2)C=C(N3)C)CC)=O)C1)C